BrC1=CC(=C(C=C1)C1=NN2C(=NC=3C=CC=CC3C2=N1)N[C@H]1C(NCCCC1)=O)OC(F)(F)F (3R)-3-({2-[4-bromo-2-(trifluoromethoxy)phenyl][1,2,4]triazolo[1,5-c]quinazolin-5-yl}amino)azepan-2-one